NC1=NC(=CC(=N1)N1[C@@H](COCCC1)C=1C=C(C=CC1Cl)N1C(CCC1)=O)C |r| (±)-1-[3-[4-(2-Amino-6-methyl-pyrimidin-4-yl)-1,4-oxazepan-3-yl]-4-chloro-phenyl]pyrrolidin-2-one